FC1(CCN(CC1)C=1C=C(C=CC1)NC(=O)C1=C(C=C(C=C1)NS(=O)(=O)CC(=O)OCC)N1CC[Si](CC1)(C)C)F Ethyl 2-(N-(4-((3-(4,4-difluoropiperidin-1-yl)phenyl)carbamoyl)-3-(4,4-dimethyl-1,4-azasilinan-1-yl)phenyl)sulfamoyl)acetate